1-((1-(2-(2,5-Difluorophenyl)piperazine-1-carbonyl)piperidin-4-yl)methyl)-4-phenylpyridin-2(1H)-one FC1=C(C=C(C=C1)F)C1N(CCNC1)C(=O)N1CCC(CC1)CN1C(C=C(C=C1)C1=CC=CC=C1)=O